Tetramethyl-Ethylcyclohexenone CC1C(C(=C(C(C1)=O)CC)C)(C)C